C(CC)OP(O)(O)=O 1-n-propyl-phosphoric acid